FC(=C(F)F)[O] (trifluorovinyl)oxygen